Cl.O1CCOC2=C1C=CC(=C2)C2=CC=C1N=C3CCCCC3=C(C1=C2)N2C[C@H](CC2)N (3S)-1-[7-(2,3-dihydro-1,4-benzodioxin-6-yl)-1,2,3,4-tetrahydroacridin-9-yl]pyrrolidin-3-amine hydrochloride